FC(CN1C(CCC2=CC(=CC=C12)OCCN1CCC2(CC1)C(NC1=CC=C(C=C12)C#N)=O)=O)F 1'-(2-{[1-(2,2-difluoroethyl)-2-oxo-1,2,3,4-tetrahydroquinolin-6-yl]oxy}ethyl)-2-oxo-1,2-dihydrospiro[indole-3,4'-piperidine]-5-carbonitrile